2-(3,4-Dihydroxyphenyl)ethylamine OC=1C=C(C=CC1O)CCN